C1NCCCC2=C1C=CC=C2 tetrahydro-1H-benzo[c]azepine